CC([C@H](N)C(=O)O)C1=CNC2=CC=C(C=C12)Cl β-Methyl-5-chlorotryptophan